N-benzyl-2-(6-{5-chloro-2-[(oxan-4-yl)amino]pyrimidin-4-yl}-1-oxo-2,3-dihydro-1H-isoindol-2-yl)-N-(2-hydroxyethyl)acetamide C(C1=CC=CC=C1)N(C(CN1C(C2=CC(=CC=C2C1)C1=NC(=NC=C1Cl)NC1CCOCC1)=O)=O)CCO